O1C=NCC1=O oxazole-5(4H)-one